[N+](=O)([O-])C1=C(C(=CC=C1)C(F)(F)F)NC1CCN(CC1)C(=O)OC(C)(C)C tert-butyl 4-((2-nitro-6-(trifluoromethyl)phenyl)amino)piperidine-1-carboxylate